C(C)(C)N1N=CC=2C1=NC(=NC2NC=2N=CN(C2)C2=CC(=C(C(=C2)OC)OC)OC)C=2CCN(CC2)C 1-isopropyl-6-(1-methyl-1,2,3,6-tetrahydropyridin-4-yl)-N-(1-(3,4,5-trimethoxyphenyl)-1H-imidazol-4-yl)-1H-pyrazolo[3,4-d]Pyrimidine-4-amine